4-((2-((cis)-4-(3,4-Difluoro-2-methylphenyl)cyclohexyl)-ethyl)amino)tetrahydro-2H-pyran FC=1C(=C(C=CC1F)[C@H]1CC[C@H](CC1)CCNC1CCOCC1)C